1-(1-Adamantyl)-3-(2,4,6-trimethylphenyl)imidazolinium chlorid calcium silicon-iron [Fe].[Si].[Ca].[Cl-].C12(CC3CC(CC(C1)C3)C2)[NH+]2CN(CC2)C2=C(C=C(C=C2C)C)C